3-(chloromethyl)-5-cyclopropylimidazolidine-2,4-dione ClCN1C(NC(C1=O)C1CC1)=O